6-(5-methyl-1H-pyrazol-4-yl)-N-(4-((3-phenylpyrrolidin-1-yl)methyl)pyridin-2-yl)benzo[d]thiazol-2-amine CC1=C(C=NN1)C1=CC2=C(N=C(S2)NC2=NC=CC(=C2)CN2CC(CC2)C2=CC=CC=C2)C=C1